7-nitrobenzoxazole [N+](=O)([O-])C1=CC=CC=2N=COC21